COC=1C(=CC2=C(C1)OCC1=C2N(N=C1C(=O)N1C(CCC1)(CC(F)(F)F)COC)C1=CSC=C1)C1=NN(C=C1)C (7-methoxy-8-(1-methyl-1H-pyrazol-3-yl)-1-(thiophen-3-yl)-1,4-dihydrochromeno[4,3-c]pyrazol-3-yl)(2-(methoxymethyl)-2-(2,2,2-trifluoroethyl)pyrrolidin-1-yl)methanone